N[C@H](C(CCOCC(=O)OCC)(C)C)C(=O)N1[C@@H](C[C@H](C1)O)C(NCC1=CC=C(C=C1)C#C)=O ethyl 2-[(4R)-4-amino-5-[(2S,4R)-2-[(4-ethynylphenyl)methylcarbamoyl]-4-hydroxy-pyrrolidin-1-yl]-3,3-dimethyl-5-oxo-pentoxy]acetate